(R,7S,9aR,9bR,11aR)-4-fluoro-9a,11a-dimethyl-1-[(2R)-7,7,7-trifluoro-6-hydroxyhept-2-yl]-2,3,3a,5,5a,6,7,8,9,9a,9b,10,11,11a-tetradecahydro-1H-cyclopenta[1,2-a]phenanthrene-6,7-diol FC=1CC2C([C@H](CC[C@@]2([C@H]2CC[C@]3(C(C12)CC[C@@H]3[C@H](C)CCCC(C(F)(F)F)O)C)C)O)O